NC1=C(C(=NN1C1CC(C1)(C)O)C1=CC=C2C(=CC(=NC2=C1F)C1=C(C=CC=C1)F)OC)C(=O)N 5-amino-3-(8-fluoro-2-(2-fluorophenyl)-4-methoxyquinolin-7-yl)-1-((1s,3s)-3-hydroxy-3-methylcyclobutyl)-1H-pyrazole-4-carboxamide